trans-4-amino-1-[1-[(4R)-4-methyl-2-(1-methylpyrazolo[3,4-b]pyridin-4-yl)-3,4-dihydro-1H-isoquinolin-6-yl]-4-piperidyl]piperidin-3-ol N[C@H]1[C@@H](CN(CC1)C1CCN(CC1)C=1C=C2[C@H](CN(CC2=CC1)C1=C2C(=NC=C1)N(N=C2)C)C)O